BrC1=CC=C(C=C1)S(=O)(=O)N[C@H](C(=O)NC=1SC=C(N1)C1=CC=C(C=C1)OC)CC1=CNC2=CC=C(C=C12)O (S)-2-(4-bromophenylsulphonamido)-3-(5-hydroxy-1H-indol-3-yl)-N-(4-(4-methoxyphenyl)thiazol-2-yl)propanamide